OC1N(C(N[C@H]1C)=O)C1=NC=CC(=C1OCC)C(F)(F)F 4-hydroxy-l-m-ethoxy-5-methyl-3-[4-(trifluoromethyl)-2-pyridyl]imidazolidin-2-one